methyl (S)-1-((S)-2-((1S,2S)-2-methylcyclopropane-1-carboxamido)hex-5-enoyl)hexahydropyridazine-3-carboxylate C[C@@H]1[C@H](C1)C(=O)N[C@H](C(=O)N1N[C@@H](CCC1)C(=O)OC)CCC=C